N-butyl-sulfamic acid C(CCC)NS(O)(=O)=O